Bipyridylium N1=[C+]C(=CC=C1)C=1[C+]=NC=CC1